N2-[3-Chloro-2-(6-azaspiro[2.5]octan-6-yl)phenyl]-N5,N5-dimethylthiophene-2,5-disulfonamide ClC=1C(=C(C=CC1)NS(=O)(=O)C=1SC(=CC1)S(=O)(=O)N(C)C)N1CCC2(CC2)CC1